FC=1C=NC(=NC1)C=1C=NC2=CC(=CC=C2C1)C(=O)NC1=CC(=NN1C)C(F)(F)F 3-(5-fluoropyrimidin-2-yl)-N-[1-methyl-3-(trifluoromethyl)-1H-pyrazol-5-yl]quinoline-7-carboxamide